NC1=NC(=C(C=2N1C(N(N2)C[C@H]2N(CCC2)CCOC)=O)C2=CC(=NC(=C2)C)C)C2=CC=CC=C2 5-amino-8-(2,6-dimethyl-4-pyridinyl)-2-[[(2S)-1-(2-methoxyethyl)pyrrolidin-2-yl]methyl]-7-phenyl-[1,2,4]triazolo[4,3-c]pyrimidin-3-one